C(C)(=O)ON=C(CCC1CCCC1)C=1C=CC=2N(C3=CC=C(C=C3C2C1)C(C1=C(C=CC=C1)C)=N)CC N-acetoxy-1-[9-ethyl-6-(2-methylbenzoyl)-9H-carbazol-3-yl]-3-cyclopentylpropane-imine 1-imine